CC(C(=O)OC)(CN1CCNCC1)C methyl 2,2-dimethyl-3-piperazin-1-yl-propionate